trans-1-(4-aminopyrimidin-2-yl)-4-methylpiperidine-3,4-diol NC1=NC(=NC=C1)N1C[C@H]([C@@](CC1)(O)C)O